[Si](C)(C)(C(C)(C)C)O[C@@H]1[C@H]([C@H]2OC(OC[C@H]2O[C@@H]1CC=NO)(C)C)N1N=NC(=C1)C1=CC(=C(C(=C1)F)F)F 2-((4aR,6R,7R,8S,8aR)-7-((tert-butyldimethylsilyl)oxy)-2,2-dimethyl-8-(4-(3,4,5-trifluorophenyl)-1H-1,2,3-triazol-1-yl)hexahydropyrano[3,2-d][1,3]dioxin-6-yl)acetaldehyde oxime